6-(2-(4-Fluorophenyl)-5,6-dihydro-4H-pyrrolo[1,2-b]pyrazol-3-yl)-1-methyl-1H-benzo[d]imidazole FC1=CC=C(C=C1)C=1C(=C2N(N1)CCC2)C=2C=CC1=C(N(C=N1)C)C2